4-[5-(2,3-dihydro-1-benzofuran-2-ylcarbonyl)-4,5,6,7-tetrahydro-1H-imidazo[4,5-c]pyridin-2-yl]benzamide O1C(CC2=C1C=CC=C2)C(=O)N2CC1=C(CC2)NC(=N1)C1=CC=C(C(=O)N)C=C1